ethylene neoundecanoate C(CCCCCCC(C)(C)C)(=O)O.C=C